4-(4-(4-(2-(2-aminopyridin-3-yl)-5-(2-oxo-1,2-dihydropyridin-3-yl)-3H-imidazo[4,5-b]pyridin-3-yl)benzyl)piperazine-1-carbonyl)-2-hydroxybenzaldehyde NC1=NC=CC=C1C1=NC=2C(=NC(=CC2)C=2C(NC=CC2)=O)N1C1=CC=C(CN2CCN(CC2)C(=O)C2=CC(=C(C=O)C=C2)O)C=C1